methyl 3-(4-methylpiperazin-1-yl)-4-nitrobenzoate CN1CCN(CC1)C=1C=C(C(=O)OC)C=CC1[N+](=O)[O-]